O1COC2=C1C=CC(=C2)CC(C)N(C(C(C)(C)C)=O)C N-[2-(2H-1,3-Benzodioxol-5-yl)-1-methyl-ethyl]-N-methyl-2,2-dimethylpropionamide